ethyl (2R,4S)-4-fluoropyrrolidine-2-carboxylate F[C@H]1C[C@@H](NC1)C(=O)OCC